FC1(CNCCC1O)F 3,3-difluoropiperidin-4-ol